[Mg].[Ti] Titanium-Magnesium